N1C(=NC2=C1C=CC=C2)CC(CCNC(N)=O)NC2CCCC=1C=CC=NC21 3-[(1H-benzimidazol-2-ylmethyl)-(5,6,7,8-tetrahydroquinolin-8-yl-amino)-propyl]-urea